BrC=1C(=C2C(=CNC2=CC1)CCCC(=O)[O-])Cl 5-bromo-4-chloro-3-indole-butyrate